(2S)-2-(1-hydroxy-1-methyl-ethyl)pyrrolidine OC(C)(C)[C@H]1NCCC1